caffeyl-pyruvate C(\C=C\C1=CC(O)=C(O)C=C1)CC(C(=O)[O-])=O